C(C1=CC=CC=C1)N1N=CC(=C1)C1=NC=2N=CN(C(C2N1)=O)CCC 8-(1-benzyl-1H-pyrazol-4-yl)-1-propyl-1,7-dihydro-purin-6-one